C(C)(C)(C)OC(=O)N(CCOCCO)CCOCCOCCN(CC)CC(=O)NCCCCCCCC 16-(2-octylamino-2-oxoethyl)-1,4,10,13-tetraoxa-7,16-diaza-octadecane-7-carboxylic acid tert-butyl ester